COC=1C=C(/C=C/B2OC(C(O2)(C)C)(C)C)C=CC1 (E)-2-(3-methoxystyryl)-4,4,5,5-tetramethyl-1,3,2-dioxaborolane